methyl 3α-hydroxy-6-ethylidene-7-keto-5β-cholanate O[C@H]1C[C@H]2C(C([C@H]3[C@@H]4CC[C@H]([C@@H](CCC(=O)OC)C)[C@]4(CC[C@@H]3[C@]2(CC1)C)C)=O)=CC